4-(ethoxycarbonyl)phenylamine C(C)OC(=O)C1=CC=C(C=C1)N